N1C(CCC1)=O.[Na] Sodium Pyrrolidinon